2,4-bis(4-(naphthalen-1-yl)phenyl)-6-(4-(pyridin-3-yl)phenyl)pyrimidine C1(=CC=CC2=CC=CC=C12)C1=CC=C(C=C1)C1=NC(=CC(=N1)C1=CC=C(C=C1)C1=CC=CC2=CC=CC=C12)C1=CC=C(C=C1)C=1C=NC=CC1